O=C1NC(CCC1N1C(N(C2=C1C=CC(=C2)C2CCN(CC2)C(=O)OC(C)(C)C)C2CCOCC2)=O)=O tertbutyl 4-(1-(2,6-dioxopiperidin-3-yl)-2-oxo-3-(tetrahydro-2H-pyran-4-yl)-2,3-dihydro-1H-benzo[d]imidazol-5-yl)piperidine-1-carboxylate